(1S)-6-chloro-1-(2-methylpropyl)-2-[4-(morpholin-4-yl)-6-(trifluoromethyl)-1,3,5-triazin-2-yl]-2,3,4,9-tetrahydro-1H-pyrido[3,4-b]indole ClC=1C=C2C3=C(NC2=CC1)[C@@H](N(CC3)C3=NC(=NC(=N3)N3CCOCC3)C(F)(F)F)CC(C)C